ClC1=CC=C(CN2N=C3C(CN(CC3(F)F)CC3=CC(=CC(=C3)F)F)C2=O)C=C1 2-(4-chlorobenzyl)-5-(3,5-difluorobenzyl)-7,7-difluoro-2,3a,4,5,6,7-hexahydro-3H-pyrazolo[4,3-c]pyridin-3-one